(2S,5R)-5-methyl-2-(2-propyl)cyclohexanone oxime C[C@@H]1CC[C@H](C(C1)=NO)C(C)C